((S)-1-(2-(trifluoromethyl)pyridin-4-yl)ethyl)quinoline-4-carboxamide FC(C1=NC=CC(=C1)[C@H](C)C1=NC2=CC=CC=C2C(=C1)C(=O)N)(F)F